F[C@@H]1CN(CC[C@H]1N1N=CC(=C1)NC1=NC=C(C(=N1)NC)C(F)(F)F)C(C)=O 1-((trans)-3-fluoro-4-(4-((4-(methylamino)-5-(trifluoromethyl)pyrimidin-2-yl)amino)-1H-pyrazol-1-yl)piperidin-1-yl)ethan-1-one